4-(3-(2-sulfamoylaminoethyl)azetidine-1-yl)-7-methoxyquinoline-3-carbonitrile S(N)(=O)(=O)NCCC1CN(C1)C1=C(C=NC2=CC(=CC=C12)OC)C#N